N-{5-[(diethylamino)methyl]-4-[3-fluoro-5-(trifluoromethyl)phenyl]-1,3-thiazol-2-yl}acetamide tert-butyl-4-(2-chloro-4-fluoro-benzoyl)piperazine-1-carboxylate C(C)(C)(C)OC(=O)N1CCN(CC1)C(C1=C(C=C(C=C1)F)Cl)=O.C(C)N(CC)CC1=C(N=C(S1)NC(C)=O)C1=CC(=CC(=C1)C(F)(F)F)F